6-(difluoromethyl)-3-(4-(3-(methylsulfinyl)phenyl)pyrimidin-2-yl)imidazo[1,2-a]Pyrazine FC(C=1N=CC=2N(C1)C(=CN2)C2=NC=CC(=N2)C2=CC(=CC=C2)S(=O)C)F